Isobutyl Cyanoacetate C(#N)CC(=O)OCC(C)C